10,10-Dimethyl-9-phenyl-2,3,4a,10-tetrahydro-1H-indeno[1,2-c]pyrazolo[1,2-a]pyrazol-1-one CC1(C=2C(N3N1C(CC3)=O)C=3C=CC=CC3C2C2=CC=CC=C2)C